C(#N)C=1C=C(C=CC1)C#CC=1C(=CC(=NC1)NC(=O)N1CCCC2=CC=C(N=C12)C=O)OC(C)C N-(5-((3-cyanophenyl)ethynyl)-4-isopropoxypyridin-2-yl)-7-formyl-3,4-dihydro-1,8-naphthyridine-1(2H)-carboxamide